sodium arsonate acetate salt C(C)(=O)[O-].[AsH](O)(O)=O.[Na+]